2-imino-3-(2-isopropyl-5-methyl-phenyl)thiazolidine-4-one N=C1SCC(N1C1=C(C=CC(=C1)C)C(C)C)=O